OCCN1CCN(CC1)CCCC(C(C)C)=O 6-[4-(2-Hydroxyethyl)piperazin-1-yl]-2-methylhexane-3-one